CN1CCC(CC1)OC=1C=NC2=CC=C(C=C2N1)C1=CNC=2N=C(N=CC21)N[C@@H](C(F)(F)F)C (R)-5-(3-((1-methylpiperidin-4-yl)oxy)quinoxalin-6-yl)-N-(1,1,1-trifluoropropan-2-yl)-7H-pyrrolo[2,3-d]pyrimidin-2-amine